C(C)(=O)C1=CN(C2=C(C=C(C=C12)C=1C=NC(=NC1)C)C)CC(=O)N1[C@@H]2C[C@@]2(C[C@H]1C(=O)NC1=NC(=CC=C1C)C(F)(F)F)C (1R,3S,5R)-2-(2-(3-acetyl-7-methyl-5-(2-methylpyrimidin-5-yl)-1H-indol-1-yl)acetyl)-5-methyl-N-(3-methyl-6-(trifluoromethyl)pyridin-2-yl)-2-azabicyclo[3.1.0]hexane-3-carboxamide